C(C)(C)C1=C(OC=2C(=NC(=NC2)N)N)C=CC(=C1)OC 5-(2-isopropyl-4-methoxyphenoxy)pyrimidine-2,4-diamine